(2R,4S)-4-hydroxy-1-[(2S)-2-[4-[[3-(1-hydroxyethyl)phenoxy]methyl]triazol-1-yl]-3,3-dimethyl-butyryl]-N-methyl-pyrrolidine-2-carboxamide O[C@H]1C[C@@H](N(C1)C([C@H](C(C)(C)C)N1N=NC(=C1)COC1=CC(=CC=C1)C(C)O)=O)C(=O)NC